5-hydroxy-2,4-pentanedione OCC(CC(C)=O)=O